C(C)NC1=NC(=NN1C1=CC=C(C=C1)OC(F)(F)F)C1=C(C=O)C=CC=C1 [5-(Ethylamino)-1-[4-(trifluoromethoxy)phenyl]-1,2,4-triazol-3-yl]benzaldehyde